1-(2-bromo-4-nitrophenyl)ethan-1-ol BrC1=C(C=CC(=C1)[N+](=O)[O-])C(C)O